N-(3,4-bis(3-(4-tolyl)ureido)phenyl)toluenesulfonamide C1(=CC=C(C=C1)NC(NC=1C=C(C=CC1NC(=O)NC1=CC=C(C=C1)C)NS(=O)(=O)CC1=CC=CC=C1)=O)C